C(C1=CC=CC=C1)N1N=CC(=C1)C(=O)N1CC2(CN(C2)C(=O)[C@@H]2C(C2)(C)C)C(C1)C1=NN=C(N1)CC1=CC(=C(C=C1)Cl)Cl (1-benzyl-1H-pyrazol-4-yl)(8-(5-(3,4-dichlorobenzyl)-4H-1,2,4-triazol-3-yl)-2-((S)-2,2-dimethylcyclopropane-1-carbonyl)-2,6-diazaspiro[3.4]octan-6-yl)methanone